di-behenyl sebacate C(CCCCCCCCC(=O)OCCCCCCCCCCCCCCCCCCCCCC)(=O)OCCCCCCCCCCCCCCCCCCCCCC